The molecule is a monocarboxylic acid anion resulting from the deprotonation of the carboxy group of O-formylcefamandole. It is a conjugate base of an O-formylcefamandole. CN1C(=NN=N1)SCC2=C(N3[C@@H]([C@@H](C3=O)NC(=O)[C@@H](C4=CC=CC=C4)OC=O)SC2)C(=O)[O-]